CC1(C(C(=CC2(CN(CCO2)C(=O)C=2C=C3C(=NC2C(F)(F)F)C=CS3)C1)C#N)=O)C 10,10-dimethyl-9-oxo-4-[5-(trifluoromethyl)thieno[3,2-b]pyridine-6-carbonyl]-1-oxa-4-azaspiro[5.5]undec-7-ene-8-carbonitrile